1,4-bis(iso-propylamino)-1,4-disilabutane C(C)(C)N[SiH2]CC[SiH2]NC(C)C